F[C@H]1CN(CC[C@H]1NC1=C2C=C(N(C2=CC=C1)CC(F)(F)F)C#CCNC1=C(C=C(C(=O)NC[C@@H](C)O)C=C1)OC)C 4-((3-(4-(((3S,4R)-3-fluoro-1-methylpiperidin-4-yl)amino)-1-(2,2,2-trifluoroethyl)-1H-indol-2-yl)prop-2-yn-1-yl)amino)-N-((R)-2-hydroxypropyl)-3-methoxybenzamide